N1,N1'-((2'-methyl-[1,1'-biphenyl]-3,5-diyl)bis(methylene))bis(N3-(3-aminopropyl)propane-1,3-diamine), hydrochloride salt Cl.CC1=C(C=CC=C1)C1=CC(=CC(=C1)CNCCCNCCCN)CNCCCNCCCN